ethoxy(propoxy)bisphenol A C(C)OC=1C(=C(O)C=CC1C(C)(C)C1=CC=C(C=C1)O)OCCC